C1(=CC=CC=C1)C(C(CCC[C@H](NCCCCC#CC=1C=NC(=NC1)S(=O)(=O)C)C(=O)O)N)(C1=CC=C(C=C1)C)C1=CC=CC=C1 6-(diphenyl(p-tolyl)methyl)-N2-(6-(2-(methylsulfonyl)pyrimidin-5-yl)hex-5-ynyl)-L-lysine